CC(C=O)(C)C1=CC=C(C=C1)C(C)C 2-methyl-2-(p-isopropylphenyl)propionaldehyde